4-(4-(hydroxymethyl)benzoyl)benzaldehyde OCC1=CC=C(C(=O)C2=CC=C(C=O)C=C2)C=C1